(1r,3r)-3-(4-(2-(4-((5-fluoro-2-(5-methyl-1,3,4-oxadiazol-2-yl)pyridin-3-yl)oxy)phenyl)propan-2-yl)phenoxy)cyclobutylamine FC=1C=C(C(=NC1)C=1OC(=NN1)C)OC1=CC=C(C=C1)C(C)(C)C1=CC=C(OC2CC(C2)N)C=C1